2,4-difluoro-N-(1-(methyl-d3)-2-oxo-5-(4-(piperazin-1-yl)quinazoline-6-yl)-1,2-dihydropyridin-3-yl)benzenesulfonamide trifluoroacetate FC(C(=O)O)(F)F.FC1=C(C=CC(=C1)F)S(=O)(=O)NC=1C(N(C=C(C1)C=1C=C2C(=NC=NC2=CC1)N1CCNCC1)C([2H])([2H])[2H])=O